6-[2-(hydroxyamino)-2-imino-ethyl]-2-azaspiro[3.3]heptane-2-carboxylic acid tert-butyl ester C(C)(C)(C)OC(=O)N1CC2(C1)CC(C2)CC(=N)NO